O=C1NC(CCC1N1C(N(C2=C1C=CC(=C2)CCCCCCC=O)C)=O)=O 7-[1-(2,6-dioxo-3-piperidyl)-3-methyl-2-oxo-benzimidazol-5-yl]heptanal